OC1(CC(C1)C(=O)N1CC2(C1)CCC(CC2)C2=NN1C(C=CC=C1)=C2)C ((1s,3s)-3-Hydroxy-3-methylcyclobutyl)(7-(pyrazolo[1,5-a]pyridin-2-yl)-2-azaspiro[3.5]nonan-2-yl)methanon